N-(1-(2-chloropyrimidin-4-yl)propyl)-4-(6-isopropoxypyrazin-2-yl)benzamide ClC1=NC=CC(=N1)C(CC)NC(C1=CC=C(C=C1)C1=NC(=CN=C1)OC(C)C)=O